BrC=1C(=NN(C1Cl)C)[C@@H]1[C@H](C(N(C1)C)=O)C(=O)NC1=C(C=CC=C1)CC (3S,4R)-4-(4-bromo-5-chloro-1-methyl-pyrazol-3-yl)-N-(2-ethylphenyl)-1-methyl-2-oxo-pyrrolidine-3-carboxamide